(1R,2R)-N-(p-methyl-benzenesulfonyl)-1,2-diphenyl-ethylenediamine CC1=CC=C(C=C1)S(=O)(=O)N[C@@H]([C@H](N)C1=CC=CC=C1)C1=CC=CC=C1